NCC1(OCC1)C=1C=CC(=C(C#N)C1)F 5-[2-(aminomethyl)oxetan-2-yl]-2-fluorobenzonitrile